Methyl 7-[3-butyl-5-(diaminomethylidene)-2,4,6-trioxo-1,3-diazinan-1-yl]-2-methylspiro[3.5]nonane-2-carboxylate C(CCC)N1C(N(C(C(C1=O)=C(N)N)=O)C1CCC2(CC(C2)(C(=O)OC)C)CC1)=O